benzoic acid 3-(tert-butyldimethylsilyloxymethyl)-but-3-enyl ester [Si](C)(C)(C(C)(C)C)OCC(CCOC(C1=CC=CC=C1)=O)=C